C(CCC)N1C(N(C(C(C1=O)=C(N)N)=O)C1CCC2(CC3(C(NC(N3CC3COC3)=O)=O)C2)CC1)=O 1-butyl-5-(diaminomethylene)-3-((5S,7s,10S)-1-(oxetan-3-ylmethyl)-2,4-dioxo-1,3-diazadispiro[4.1.57.15]tridecan-10-yl)pyrimidine-2,4,6(1H,3H,5H)-trione